CC(CCCCCC)NC1=CC=C(C=C1)N(C(CCCCCC)C)C1=CC=CC=C1 N,N'-bis(1-methylheptyl)-N,N'-phenyl-p-phenylenediamine